FC(S(=O)(=O)OC1=CC=C2C(=CN(C(C2=C1)=O)CC1=C(C=C(C=C1)OC)OC)C1=C(C=CC=C1)C)(F)F 2-(2,4-dimethoxybenzyl)-1-oxo-4-(o-tolyl)-1,2-dihydroisoquinolin-7-yl trifluoromethanesulfonate